ClC=1C=C(C=2N(N1)C(=NN2)C2=NN(C=C2)C2OCCCC2)C=2N(N=CC2)C 6-chloro-8-(2-methylpyrazol-3-yl)-3-(1-tetrahydropyran-2-ylpyrazol-3-yl)-[1,2,4]triazolo[4,3-b]pyridazine